(4-((2-cyclopropyl-8-fluoro-3-oxo-3,4-dihydroquinoxalin-6-yl)methyl)piperazin-1-yl)-N,6-dimethylpyridinecarboxamide C1(CC1)C1=NC2=C(C=C(C=C2NC1=O)CN1CCN(CC1)C=1C(=NC(=CC1)C)C(=O)NC)F